5-chloro-1-(1-cyclopropyl-1H-pyrazol-4-yl)-6-(methylthio)-1H-pyrazolo[3,4-b]pyridine ClC=1C=C2C(=NC1SC)N(N=C2)C=2C=NN(C2)C2CC2